C(CC)(=O)O[C@H]1CC[C@@H]2[C@@]1(CC[C@@H]1[C@]3(CCC=4N=C(SC4C3=CC[C@@H]21)NCCCN2CCOCC2)C)C (5aR,5bS,7aS,8S,10aS,10bR)-5a,7a-dimethyl-2-((3-morpholinopropyl)amino)-5,5a,5b,6,7,7a,8,9,10,10a,10b,11-dodecahydro-4H-cyclopenta[7,8]phenanthro[2,1-d]thiazol-8-yl propionate